C1(CCCCC1)OC=1C=C(OC=2N=NNC2)C=CC1 4-(3-(cyclohexyloxy)phenoxy)-1H-1,2,3-triazole